C(#N)C=1C=NC(=NC1)N1C[C@H](N([C@H](C1)C)C(=O)NCCC1CCN(CC1)CC=1C(=NC=CC1)F)C (2R,6S)-4-(5-cyanopyrimidin-2-yl)-N-(2-{1-[(2-fluoropyridin-3-yl)methyl]piperidin-4-yl}ethyl)-2,6-dimethylpiperazine-1-carboxamide